Cl.FC(COC=1C=C(C=CC1)C1(CC1)N)(F)F 1-(3-(2,2,2-trifluoroethoxy)phenyl)cyclopropan-1-amine hydrochloride